1-[3-acetyl-6-[5-fluoro-6-[(6-methylpyridazin-3-yl)amino]benzimidazol-1-yl]-2-pyridinyl]-5-methyl-pyrazole-3-carbonitrile C(C)(=O)C=1C(=NC(=CC1)N1C=NC2=C1C=C(C(=C2)F)NC=2N=NC(=CC2)C)N2N=C(C=C2C)C#N